N1(CCNCC1)CCCOC1=CC=C(C=C1)C(C)(C)C1=CC=C(OCC2=NC(=NC=C2)CNS(=O)=O)C=C1 N-(4-((4-(2-(4-(3-(piperazin-1-yl)propoxy)phenyl)propan-2-yl)phenoxy)methyl)pyrimidin-2-yl)methylsulfonamide